tert-butyl (2-(8,9-difluoro-5,6-dimethyl-6H-pyrido[4,3-b]carbazole-1-carboxamido)ethyl)carbamate FC=1C(=CC=2C=3C=C4C(=C(C3N(C2C1)C)C)C=CN=C4C(=O)NCCNC(OC(C)(C)C)=O)F